Ethyl (2E)-3-(1-isopropylimidazol-4-yl)prop-2-enoate C(C)(C)N1C=NC(=C1)/C=C/C(=O)OCC